ClC=1C(=CC(=C(CC=2C(=NC(=NC2)NC2=CC(=CC=C2)OC)N)C1)C(C)C)OC 5-(5-Chloro-2-isopropyl-4-methoxy-benzyl)-N*2*-(3-methoxy-phenyl)-pyrimidine-2,4-diamine